2-amino-5,6-dihydro-4H-thieno[2,3-c]azepine-3,7(8H)-dicarboxylate NC1=C(C2=C(CN(CCC2)C(=O)[O-])S1)C(=O)[O-]